N-(2,4-dichloro-5-isopropoxyphenyl)-2-(((5-oxo-4,5-dihydro-1,2,4-oxadiazol-3-yl)methyl)thio)acetamide ClC1=C(C=C(C(=C1)Cl)OC(C)C)NC(CSCC1=NOC(N1)=O)=O